2-(2'-hydroxyl-3',5'-di-tert-amylphenyl)benzotriazole OC1=C(C=C(C=C1C(C)(C)CC)C(C)(C)CC)N1N=C2C(=N1)C=CC=C2